2-chloro-N-(2-cyano-5-(((1-cyanocyclopropyl)methyl)amino)pyridin-4-yl)acetamide ClCC(=O)NC1=CC(=NC=C1NCC1(CC1)C#N)C#N